CC(CCCCCC)N=C=NC(C)CC (1-methylheptyl)-N-sec-butyl-carbodiimide